C1(CCC1)OC=1C=2N(C=C(C1)C(=O)NC1=NC=CC=C1)C=C(N2)[C@]21CO[C@](CC2)(C1)C 8-cyclobutoxy-2-((1R,4S)-1-methyl-2-oxabicyclo[2.2.1]hept-4-yl)-N-(pyridin-2-yl)imidazo[1,2-a]pyridine-6-carboxamide